tert-butyl 2-(3-{2-[(4-methylbenzenesulfonyl)oxy] ethoxy} propoxy)acetate CC1=CC=C(C=C1)S(=O)(=O)OCCOCCCOCC(=O)OC(C)(C)C